5-{[2-(2,6-dioxopiperidin-3-yl)-1,3-dioxo-2,3-dihydro-1H-isoindol-4-yl]oxy}-N-{[4-(6-methyl-1,2,4,5-tetrazin-3-yl)phenyl]methyl}pentanamide O=C1NC(CCC1N1C(C2=CC=CC(=C2C1=O)OCCCCC(=O)NCC1=CC=C(C=C1)C=1N=NC(=NN1)C)=O)=O